[N+](=O)([O-])C=1C=CC2=C(C=CO2)C1 5-nitrobenzofuran